2-[6-(ethoxycarbonyl)-5-methyl-1-[(2S)-2-(2-methylpropoxy)-2-phenylethyl]-2,4-dioxo-1H,2H,3H,4H-thieno[2,3-d]pyrimidin-3-yl]-2-methylpropionic acid C(C)OC(=O)C1=C(C2=C(N(C(N(C2=O)C(C(=O)O)(C)C)=O)C[C@H](C2=CC=CC=C2)OCC(C)C)S1)C